C(C)(C)(C)OC(=O)N1C[C@@H]([C@@H](CC1)N1C2=NC(=NC=C2N(C1=O)C)NC=1C=C2C=CC=NC2=CC1C)F.CC(CC(C(C)C)C(C)(C)C(C(C)C)CC(C)C)C bis(2-methyl-2-methyl-ethyl-2-methyl-propyl)propane tert-butyl-(3S,4R)-3-fluoro-4-(7-methyl-2-((7-methylquinolin-6-yl)amino)-8-oxo-7,8-dihydro-9H-purin-9-yl)piperidine-1-carboxylate